FC1=C(C=CC2=C1B(OC2)O)C(=O)N[C@@H](C(C)C)C(=O)OCC2=C(C=C(C=C2)F)F 2,4-Difluorobenzyl (7-fluoro-1-hydroxy-1,3-dihydrobenzo[c][1,2]oxaborole-6-carbonyl)-L-valinate